OC=1C=CC=C2NC=C(C(C(N(C([2H])([2H])[2H])C([2H])([2H])[2H])([2H])[2H])([2H])[2H])C12 4-hydroxy-α,α,β,β-tetradeutero-N,N-di(trideuteromethyl)tryptamine